C(C)(C)(C)OC(N(C1=C(C=C(C(=C1)N)F)F)C(=O)OC(C)(C)C)=O (tert-Butoxycarbonyl)-N-(5-amino-2,4-difluorophenyl)carbamic acid tert-butyl ester